NC1=NC=C(C=C1O[C@H](C)C=1C=C(C=CC1)NC(C1=CC(=CC=C1)P(=O)(C)C)=O)Cl (R)-N-(3-(1-((2-amino-5-chloropyridin-3-yl)oxy)ethyl)phenyl)-3-(dimethylphosphoryl)benzamide